4-tert-butyloxycarbonylaminopiperidin-4-carboxylic acid C(C)(C)(C)OC(=O)NC1(CCNCC1)C(=O)O